ClC1=CC(=CC(=N1)N1CCN(CC1)S(=O)(=O)C1=CC=C(C=C1)N1C(OC(C1)CN1C[C@H]([C@H](C1)O)O)=O)C(F)(F)F 3-[4-[4-[6-Chloro-4-(trifluoromethyl)-2-pyridyl]piperazin-1-yl]sulfonylphenyl]-5-[[cis-3,4-dihydroxypyrrolidin-1-yl]methyl]oxazolidin-2-one